CC(=C[Si])C dimethylvinyl-silicon